C(CC(=O)C)(=O)NC1=C(C=CC=C1)C(=O)O acetoacetyl-o-carboxyl-aniline